NC1=NC=2C=CC(=CC2C2=C1COC2)C(=O)N2[C@H](COCC2)C2=NC=C(C=C2)Br (4-amino-1,3-dihydrofuro[3,4-c]quinolin-8-yl)-[(3S)-3-(5-bromo-2-pyridyl)morpholin-4-yl]methanone